N-[(2-amino-3-fluoroquinolin-7-yl)methyl]-N-(2-methanesulfonylpyridin-3-yl)-1-(pyridin-3-yl)-1H-pyrazole-4-carboxamide NC1=NC2=CC(=CC=C2C=C1F)CN(C(=O)C=1C=NN(C1)C=1C=NC=CC1)C=1C(=NC=CC1)S(=O)(=O)C